[Li].ClC=1C(=C(C[C@@H]2N(OCC2)C2=CC(=NC=N2)NC=2C(=CC(=C(C2)NC(C=C)=O)N2CCC(CC2)N2CCN(CC2)C2CC2)OC)C=CC1)OC N-(5-((6-((S)-3-(3-chloro-2-methoxybenzyl)isoxazolidine-2-yl)pyrimidine-4-yl)amino)-2-(4-(4-cyclopropylpiperazine-1-yl)piperidine-1-yl)-4-methoxyphenyl)acrylamide lithium